CN1N=C(N=C1)C1=CC(=C(C=C1)NC1=CC(=NC=C1C(CC)=O)NC(=O)C1CC1)S(=O)(=O)C N-(4-((4-(1-methyl-1H-1,2,4-triazol-3-yl)-2-(methylsulfonyl)phenyl)amino)-5-propionylpyridin-2-yl)cyclopropanecarboxamide